N[C@H](C(=O)N(CC1=CC=CC=C1)CC1=CC=CC=C1)[C@H](C)O (2S,3S)-2-amino-N,N-dibenzyl-3-hydroxybutanamide